N-[6-(6-chlorooxazolo[4,5-c]pyridin-2-yl)spiro[3.3]heptan-2-yl]-5-cyclopropylsulfonyl-furan-2-carboxamide ClC1=CC2=C(C=N1)N=C(O2)C2CC1(CC(C1)NC(=O)C=1OC(=CC1)S(=O)(=O)C1CC1)C2